[N+](=O)([O-])[O-].[Co+3].[N+](=O)([O-])[O-].[N+](=O)([O-])[O-] cobaltic nitrate